FC=1C=C2C(N([C@]3(C(N(CC3)CC3=C(C=C(C(=C3)F)F)F)=O)C2=CC1)CC1=CC=C(C=C1)OC)=O (S)-5-fluoro-2-(4-methoxybenzyl)-1'-(2,4,5-trifluorobenzyl)spiro[isoindoline-1,3'-pyrrolidine]-2',3-dione